5-(2,4-ditert-butoxypyrimidin-5-yl)-3-[(1R)-1-[4-[(2,2-difluorocyclopropyl)methoxy]-2-pyridyl]-2,2-difluoro-ethoxy]-1-methyl-pyrazolo[3,4-c]pyridazine C(C)(C)(C)OC1=NC=C(C(=N1)OC(C)(C)C)C=1C=C2C(=NN1)N(N=C2O[C@@H](C(F)F)C2=NC=CC(=C2)OCC2C(C2)(F)F)C